C(C)(C)NCC1CN(C1)C(=O)C1=CC2=CC=CC(=C2C=C1)OC1=CC=C(C=C1)C(F)(F)F (3-((Isopropylamino)methyl)azetidin-1-yl)(5-(4-(trifluoromethyl)phenoxy)-naphthalen-2-yl)methanone